tert-butyl 3-(3-chloro-2-methylphenyl)-3-hydroxypyrrolidine-1-carboxylate ClC=1C(=C(C=CC1)C1(CN(CC1)C(=O)OC(C)(C)C)O)C